BrC=1C=C(C(=NC1)C1=NC2=C(C=NC(=C2)C(F)(F)F)N1C)S(=O)(=O)CC 2-(5-bromo-3-ethylsulfonyl-2-pyridinyl)-3-methyl-6-(trifluoromethyl)imidazo[4,5-c]pyridine